5-(2-methyl-4-phenoxyphenyl)-4-oxo-4,5-dihydro-3H-1-thia-3,5,8-triazaAcenaphthene-2-carboxylic acid methyl ester COC(=O)C1SC=2N=CC=C3N(C(NC1C23)=O)C2=C(C=C(C=C2)OC2=CC=CC=C2)C